C1N(C=CC2=CC=C(C=C12)C=O)C1=CN=CC2=CC=CC=C12 [2,4'-biisoquinoline]-7-carbaldehyde